Glucuronic acid sodium salt [Na+].O=C[C@H](O)[C@@H](O)[C@H](O)[C@H](O)C(=O)[O-]